ClC=1C=C(C=CC1)NC(C1=CC(=C(C=C1)O)NC(CCCC)=O)=O N-(3-chlorophenyl)-4-hydroxy-3-pentanamidobenzamide